BrCCCOC=1C(=C(C=CC1)C1=C(C(=CC=C1)CO)C)C (3'-(3-Bromopropoxy)-2,2'-dimethyl-[1,1'-biphenyl]-3-yl)methanol